N-(4-(4-(2-(4-fluoropiperidin-1-yl)-6-methylpyrimidin-4-yl)-1H-pyrazol-1-yl)-3-(6-azaspiro[2.5]octane-6-yl)phenyl)-2-hydroxyethane-1-sulfonamide FC1CCN(CC1)C1=NC(=CC(=N1)C=1C=NN(C1)C1=C(C=C(C=C1)NS(=O)(=O)CCO)N1CCC2(CC2)CC1)C